2-methyl-2-phenylacetophenone CC(C(=O)C1=CC=CC=C1)C1=CC=CC=C1